6-(Trifluoromethoxy)-8-(4-(trifluoromethyl)piperidin-1-yl)quinoline-3-carboxylic acid FC(OC=1C=C2C=C(C=NC2=C(C1)N1CCC(CC1)C(F)(F)F)C(=O)O)(F)F